6'-(2-Iodophenoxy)-2,3'-bipyridine IC1=C(OC2=CC=C(C=N2)C2=NC=CC=C2)C=CC=C1